FC1=C(C(=CC=C1)C)C=1C=C/2C(=CN1)NC(\C2=C(\C)/NC2=NN(C(=C2)C)CC(C)(C)O)=O (Z)-5-(2-Fluoro-6-methylphenyl)-3-(1-((1-(2-hydroxy-2-methylpropyl)-5-methyl-1H-pyrazol-3-yl)amino)ethylidene)-1H-pyrrolo[2,3-c]pyridin-2(3H)-one